C1(=CC=CC=C1)C(C(=O)N1[C@H]([C@@H]2CC[C@@H](C1)N2C(C(C2=CC=CC=C2)C2=CC=CC=C2)=O)C(=O)O)C2=CC=CC=C2 |&1:14| (1S,2R,SR)-3,8-bis(2,2-diphenylacetyl)-3,8-diazabicyclo[3.2.1]octane-2-carboxylic acid